bis(cyanoethyl)propanediamine C(#N)CCC(C(N)N)(C)CCC#N